2,4-di-n-butyl-2,4-diethylcyclobutane-1,3-diol C(CCC)C1(C(C(C1O)(CC)CCCC)O)CC